O1CCOC2=C1C=CC(=C2)C=2C(=C(C=C(C2)F)NC(=O)C=2SC=1CNCCC1N2)C N-[3-(2,3-Dihydro-1,4-benzodioxin-6-yl)-5-fluoro-2-methylphenyl]-4,5,6,7-tetrahydro[1,3]thiazolo[5,4-c]pyridin-2-carboxamid